(S)-2-amino-3-[4-(2,6-dichlorobenzoylamino)phenyl]propionic acid methyl ester hydrochloride salt Cl.COC([C@H](CC1=CC=C(C=C1)NC(C1=C(C=CC=C1Cl)Cl)=O)N)=O